The molecule is a dipeptide obtained by formal condensation of the carboxy group of L-isoleucine with the amino group of L-threonine. It derives from a L-isoleucine and a L-threonine. CC[C@H](C)[C@@H](C(=O)N[C@@H]([C@@H](C)O)C(=O)O)N